6'-Cyclobutyl-5-fluoro-[3,4'-bipyridine]-2'-carbonitrile C1(CCC1)C1=CC(=CC(=N1)C#N)C=1C=NC=C(C1)F